N-(isoxazol-3-yl)-2-oxo-1,2-dihydroquinoline O1N=C(C=C1)N1C(C=CC2=CC=CC=C12)=O